methyl 2-{3-[N-{[3-(trifluoromethyl)phenyl]methoxyl}ethanimidoyl]phenoxy}acetate FC(C=1C=C(C=CC1)CON=C(C)C=1C=C(OCC(=O)OC)C=CC1)(F)F